thieno[3,2-c]pyran S1C=CC=2COC=CC21